methyl-cyclopentasiloxane C[SiH]1O[SiH2]O[SiH2]O[SiH2]O[SiH2]O1